(1S,2S)-1-amino-1-phenylbutan-2-ol hydrochloride Cl.N[C@H]([C@H](CC)O)C1=CC=CC=C1